methyl 1-(tosyloxy)-3,6,9,12-tetraoxapentadecan-15-oate S(=O)(=O)(C1=CC=C(C)C=C1)OCCOCCOCCOCCOCCC(=O)OC